N-((S)-1-(2,4-difluorophenyl)-1-(2-(1-(6-(1-methyl-1H-pyrazol-4-yl)pyrrolo[2,1-f][1,2,4]triazin-4-yl)-1,2,3,6-tetrahydropyridin-4-yl)pyrimidin-5-yl)ethyl)-2-methylpropane-2-sulfinamide FC1=C(C=CC(=C1)F)[C@](C)(C=1C=NC(=NC1)C=1CCN(CC1)C1=NC=NN2C1=CC(=C2)C=2C=NN(C2)C)NS(=O)C(C)(C)C